(3R,4S)-1-benzyloxycarbonyl-4-ethylpyrrolidine-3-carboxylic acid C(C1=CC=CC=C1)OC(=O)N1C[C@@H]([C@@H](C1)CC)C(=O)O